NC1=NC=C(C2=C1C(=C(N2C)C2=CC=C(C=C2)NC(C(=C)F)=O)C=2C=C(C(=NC2)C(=O)NCC2(CC2)F)Cl)C#C[C@@H]2OCCC2 5-(4-amino-2-{4-[(2-fluoroacrylamido)]phenyl}-7-{[(2R)-tetrahydrofuran-2-yl]ethynyl}-1-methylpyrrolo[3,2-c]pyridin-3-yl)-3-chloro-N-[(fluorocyclopropyl)methyl]pyridine-2-carboxamide